BrC=1C=CC(=C2CCC3(OCCO3)C12)OC=1C=C(C#N)C=C(C1)F 3-((7-bromo-2,3-dihydrospiro[indene-1,2'-[1,3]dioxolan]-4-yl)oxy)-5-fluorobenzonitrile